4-amino-N-(1-((4-chloro-2-fluorophenyl)amino)-6-methylisoquinolin-5-yl)-6,7-dihydropyrido[2,3-d]pyrimidine-8(5H)-carboxamide NC=1C2=C(N=CN1)N(CCC2)C(=O)NC2=C1C=CN=C(C1=CC=C2C)NC2=C(C=C(C=C2)Cl)F